N1=CN=C(C2=CC=CC=C12)N1CC(CCC1)NS(=O)(=O)C N-(1-(QUINAZOLIN-4-YL)PIPERIDIN-3-YL)METHANESULFONAMIDE